1-(1-propionylpiperidin-4-yl)-1H-benzo[d]imidazol-2(3H)-one C(CC)(=O)N1CCC(CC1)N1C(NC2=C1C=CC=C2)=O